ClC=1C=C(C(=O)NC2=C3C(N(C=NC3=CC=C2)CC2=NN(C=C2)C2=CC=CC=C2)=O)C=C(C1O)Cl 3,5-dichloro-4-hydroxy-N-(4-oxo-3-((1-phenyl-1H-pyrazol-3-yl)methyl)-3,4-dihydroquinazolin-5-yl)benzamide